Cl.[Na] sodium monohydrogenchloride